NC1=CC=C(C=C1)C(F)(F)F 2-amino-5-trifluoromethyl-benzene